(3S,4R)-4-((7-(4-(tert-butyl)-2-fluorophenyl)-5-fluoropyrrolo[2,1-f][1,2,4]triazin-2-yl)amino)tetrahydro-2H-pyran-3-ol C(C)(C)(C)C1=CC(=C(C=C1)C1=CC(=C2C=NC(=NN21)N[C@H]2[C@@H](COCC2)O)F)F